2-[3-[2-(2-acetylphenyl)-2,2-difluoro-ethoxy]propyl]isoindoline-1,3-dione C(C)(=O)C1=C(C=CC=C1)C(COCCCN1C(C2=CC=CC=C2C1=O)=O)(F)F